tris(2-(p-tolyl)pyridine) iridium (III) [Ir+3].C1(=CC=C(C=C1)C1=NC=CC=C1)C.C1(=CC=C(C=C1)C1=NC=CC=C1)C.C1(=CC=C(C=C1)C1=NC=CC=C1)C